FC(C1=C(C=CC=C1)C1COC2=C(CN1)C=CC(=C2)C(=O)N)(F)F 3-(2-(trifluoromethyl)phenyl)-2,3,4,5-tetrahydrobenzo[f][1,4]oxazepine-8-carboxamide